NCC1=CC=C(C=C1)CN(C1=C(C(=NN1C(=O)C=1C=C(C(=O)O)C=CC1)C1CN(C(C1)O)C(C(C)(C)C)=O)C)C 3-[5-({[4-(aminomethyl)phenyl]methyl}(methyl)amino)-3-[1-(2,2-dimethylpropanoyl)-5-hydroxypyrrolidin-3-yl]-4-methyl-1H-pyrazole-1-carbonyl]benzoic acid